methyl 8-chloro-1-(3-fluoro-4-methylbenzyl)-5-hydroxy-2-oxo-2,3-dihydro-1H-benzo[b]azepine-4-carboxylate ClC=1C=CC2=C(N(C(CC(=C2O)C(=O)OC)=O)CC2=CC(=C(C=C2)C)F)C1